BrC1=CC=C2N=CC(=NC2=C1)N(C)C 7-bromo-N,N-dimethylquinoxalin-2-amine